C(CC=C)OC1=C(C(=CC(=C1)C1CC1)C)C1=CC(=C(C(=C1)C)F)[C@H](CC(=O)OCC)NC(=O)OC(C)(C)C Ethyl (S)-3-(2'-(but-3-en-1-yloxy)-4'-cyclopropyl-4-fluoro-5,6'-dimethyl-[1,1'-biphenyl]-3-yl)-3-((tert-butoxycarbonyl)amino)propanoate